4-((2-(1H-pyrazol-4-yl)ethyl)(phenethyl)amino)-5,6-dimethylpyrimidine-2-carboxamide N1N=CC(=C1)CCN(C1=NC(=NC(=C1C)C)C(=O)N)CCC1=CC=CC=C1